4-[[1-[2-[3-[1-(2,2-Difluoro-1,3-benzodioxol-5-yl)ethyl]oxetan-3-yl]-4-pyridinyl]-3-(trifluoromethyl)-4,5,6,7-tetrahydroindazol-7-yl]oxy]benzoic acid FC1(OC2=C(O1)C=CC(=C2)C(C)C2(COC2)C2=NC=CC(=C2)N2N=C(C=1CCCC(C21)OC2=CC=C(C(=O)O)C=C2)C(F)(F)F)F